4-benzylmorpholine-2-carboxylic acid ethyl ester C(C)OC(=O)C1CN(CCO1)CC1=CC=CC=C1